C1(CC1)N(C1CN(C1)C(=O)C=1C=C(CC2=NNC(C3=CC=CC=C23)=O)C=CC1F)C 4-(3-(3-(cyclopropyl(methyl)amino)azetidine-1-carbonyl)-4-fluorobenzyl)phthalazin-1(2H)-one